5-(9,10-di(naphthalen-2-yl)anthracene-2-yl)-1,2-diphenyl-1H-benzo[d]imidazole C1=C(C=CC2=CC=CC=C12)C=1C2=CC=CC=C2C(=C2C=CC(=CC12)C1=CC2=C(N(C(=N2)C2=CC=CC=C2)C2=CC=CC=C2)C=C1)C1=CC2=CC=CC=C2C=C1